(2-((5-amino-7-(3-cyanophenyl)-8-(pyrimidin-4-yl)-[1,2,4]triazolo[1,5-c]pyrimidin-2-yl)methyl)-3-fluorobenzyl)piperidine-4-carboxylic acid NC1=NC(=C(C=2N1N=C(N2)CC2=C(CN1CCC(CC1)C(=O)O)C=CC=C2F)C2=NC=NC=C2)C2=CC(=CC=C2)C#N